CC1=CC=C(C=C1)C1=CC(=NC2=C(N=CC=C12)C1=CC=NN1)N1CCOCC1 4-(4-methylphenyl)-2-(morpholin-4-yl)-8-(1H-pyrazol-5-yl)-1,7-naphthyridine